Pyrimidamine N1=C(N=CC=C1)N